ClC1=CN=C(C(=N1)N)C#CC1=CC=CC=C1 6-chloro-3-(2-phenylethynyl)pyrazin-2-amine